3-(5-(3-(4-(((3r,5r,7r)-adamantan-1-yl)methyl)piperazin-1-yl)prop-1-yn-1-yl)-2-methyl-4-oxoquinazolin-3(4H)-yl)piperidine-2,6-dione C12(CC3CC(CC(C1)C3)C2)CN2CCN(CC2)CC#CC2=C3C(N(C(=NC3=CC=C2)C)C2C(NC(CC2)=O)=O)=O